2-(8-oxabicyclo[3.2.1]oct-3-yl)-7-methoxy-N-(6-methoxypyridin-2-yl)imidazo[1,2-a]pyridine-6-carboxamide C12CC(CC(CC1)O2)C=2N=C1N(C=C(C(=C1)OC)C(=O)NC1=NC(=CC=C1)OC)C2